secbutyl methacrylate C(C(=C)C)(=O)OC(C)CC